di-propylene glycol dibenzoate triisooctyl-trimellitate C(CCCCC(C)C)C=1C(=C(C(=C(C1C(=O)O)C(=O)O)CCCCCC(C)C)C(=O)O)CCCCCC(C)C.C(C1=CC=CC=C1)(=O)O.C(C1=CC=CC=C1)(=O)O.CC(COC(C)CO)O